6-[(E)-but-2-enyl]-4-[3-(cyclopropylmethoxy)-4-(morpholine-4-carbonyl)phenyl]-2-methyl-1H-pyrrolo[2,3-c]pyridin-7-one C(\C=C\C)N1C(C2=C(C(=C1)C1=CC(=C(C=C1)C(=O)N1CCOCC1)OCC1CC1)C=C(N2)C)=O